C(=O)O.N[C@@H]1[C@H](CCCC1)C1=C(C=2N=C(N=C(C2N1C(F)F)NCC=1OC=CC1)Cl)Cl 6-((1S,2S)-2-aminocyclohexyl)-2,7-dichloro-5-(difluoromethyl)-N-(furan-2-ylmethyl)-5H-pyrrolo[3,2-d]pyrimidin-4-amine formate